(1S,3S)-3-((2-methyl-6-(1-methyl-5-(((methyl(propyl)carbamoyl)oxy)methyl)-1H-1,2,3-triazol-4-yl)pyridin-3-yl)oxy)cyclohexane-1-carboxylic acid CC1=NC(=CC=C1O[C@@H]1C[C@H](CCC1)C(=O)O)C=1N=NN(C1COC(N(CCC)C)=O)C